N[C@H](C(=O)N[C@@H]1CN(CC[C@H]1C1=CC(=CC=C1)Cl)C(=O)C=1C=2N(C=CC1)C=NC2)C(C)(C)C (S)-2-amino-N-((3S,4S)-4-(3-chlorophenyl)-1-(imidazo[1,5-a]pyridine-8-carbonyl)piperidin-3-yl)-3,3-dimethylbutanamide